COC(=O)C=1C=CC2=C(N(C(=N2)CCl)C[C@H]2OCC2)C1 2-(chloromethyl)-1-[(2S)-oxetan-2-ylmethyl]-1H-benzimidazole-6-carboxylic acid methyl ester